5-chloro-N-pyrimidin-4-yl-6-[[rac-(1S,2S,4S)-2-(dimethylamino)-4-[3-(trifluoromethyl)phenyl]-cyclohexyl]amino]pyridine-3-sulfonamide ClC=1C=C(C=NC1N[C@@H]1[C@H](C[C@H](CC1)C1=CC(=CC=C1)C(F)(F)F)N(C)C)S(=O)(=O)NC1=NC=NC=C1 |r|